Cl.FC1=CC=C(C=C1)N1N=CC2=CC(=C(C=C12)C)C12C(CNC1)CC(C2)=O 3a-(1-(4-fluorophenyl)-6-methyl-1H-indazol-5-yl)hexahydrocyclopenta[C]pyrrol-5(1H)-one hydrochloride